dimethylcyclopropyl-proline potassium salt [K+].CC1[C@](N(CC1)C1CC1)(C(=O)[O-])C